4-{4-[2-(2,6-dioxopiperidin-3-yl)-1-oxo-1,2-dihydrophthalazin-6-yl]piperazin-1-yl}Butanoic acid O=C1NC(CCC1N1C(C2=CC=C(C=C2C=N1)N1CCN(CC1)CCCC(=O)O)=O)=O